(6-Chloropyrazin-2-yl)piperidine-4-carboxylic acid ethyl ester C(C)OC(=O)C1CCN(CC1)C1=NC(=CN=C1)Cl